tris(4-nitrosophenyl)amine lithium [Li].N(=O)C1=CC=C(C=C1)N(C1=CC=C(C=C1)N=O)C1=CC=C(C=C1)N=O